2-butyl-1-(3-((cyclopropylamino)methyl)benzyl)-7-isopropoxy-1H-imidazo[4,5-d]pyridazin-4-amine dihydrochloride Cl.Cl.C(CCC)C1=NC=2C(=C(N=NC2N)OC(C)C)N1CC1=CC(=CC=C1)CNC1CC1